ClC1=C(C=CC(=C1)Cl)C(CN1N=CN=C1)COC(C(F)F)(F)F 1-[2-(2,4-dichlorophenyl)-3-(1,1,2,2-tetrafluoroethoxy)propyl]-1,2,4-triazole